FC1(CN(C1)C1CCC(CC1)C1=NNC2=CC(=C(C=C12)C(C)C)C=1C=C(C=2N(C1)N=CN2)C)F 6-(3-(4-(3,3-difluoroazetidin-1-yl)cyclohexyl)-5-isopropyl-1H-indazol-6-yl)-8-methyl-[1,2,4]triazolo[1,5-a]pyridine